C(C)C(C(=O)O)C(=O)O.C(C)C(C(=O)O)C(=O)O.CC(COC(C)CO)O dipropylene glycol bis(ethylmalonate)